(cis)-4-(4-bromo-2-oxo-2,3-dihydro-1H-1,3-benzodiazol-1-yl)-N-[4-chloro-3-(trifluoromethyl)phenyl]cyclohexane-1-carboxamide BrC1=CC=CC=2N(C(NC21)=O)[C@H]2CC[C@H](CC2)C(=O)NC2=CC(=C(C=C2)Cl)C(F)(F)F